C(\C=C\CCCCCCC)(=O)O (E)-2-Decenoic acid